(S)-5-cyano-2-(4-(6-cyanopyridin-3-yl)benzylamino)-N-(1-(4-fluorophenyl)ethyl)nicotinamide C(#N)C=1C=NC(=C(C(=O)N[C@@H](C)C2=CC=C(C=C2)F)C1)NCC1=CC=C(C=C1)C=1C=NC(=CC1)C#N